4-amino-7-(2-C-vinyl-β-D-ribofuranosyl)-7H-pyrrolo[2,3-d]pyrimidine NC=1C2=C(N=CN1)N(C=C2)[C@H]2[C@](O)([C@H](O)[C@H](O2)CO)C=C